(S)-2-(Dimethylamino)-4-Methylpentanoic Acid CN([C@H](C(=O)O)CC(C)C)C